4-(4-(2-chlorophenyl)piperazin-1-yl)-6-(4-methoxyphenyl)-2-oxo-2H-pyran-3-carbonitrile ClC1=C(C=CC=C1)N1CCN(CC1)C1=C(C(OC(=C1)C1=CC=C(C=C1)OC)=O)C#N